3-methyl-1,2-epoxyheptane CC(C1CO1)CCCC